C(C)OC(C=CC1CC2(C1)CCN(CC2)C(=O)OC(C)(C)C)=O tert-butyl 2-(3-ethoxy-3-oxoprop-1-en-1-yl)-7-azaspiro[3.5]nonane-7-carboxylate